COC(CCSC1=C(C(=C(C=C1)F)N=S(=O)(C)C)Cl)=O 3-((2-chloro-3-((dimethyl-(oxo)-λ6-sulfanylidene)amino)-4-fluorophenyl)thio)propanoic acid methyl ester